ClC1=C(C=C(C=C1OC)OC)N1CC2=C(C=3C=C(C=NC13)C)N=C(N=C2)N[C@@H]2COCC[C@@H]2NC(C=C)=O N-((3S,4S)-3-((6-(2-chloro-3,5-dimethoxyphenyl)-9-methyl-5,6-dihydropyrimido[5,4-c][1,8]naphthyridin-2-yl)amino)tetrahydro-2H-pyran-4-yl)acrylamide